FN1C2(CC(C3=CC=CC=C13)=O)CCN(CC2)C(=O)NCC2=CC(=C(C=C2)F)COCCOC fluoro-N-(4-fluoro-3-((2-methoxyethoxy)methyl)benzyl)-4'-oxo-3',4'-dihydro-1'H-spiro[piperidine-4,2'-quinoline]-1-carboxamide